C(CCC)C1C(CCC(CCC1)O)O 5-Butyl-1,4-cyclooctanediol